FC1(CC(CN(C1)CCOC)C(=O)O)F 5,5-difluoro-1-(2-methoxyethyl)piperidine-3-carboxylic acid